4-nitro-N-(4-octylphenyl)-N-phenylamine [N+](=O)([O-])C1=CC=C(C=C1)NC1=CC=C(C=C1)CCCCCCCC